(S)-4-(3-acetyl-2-oxoimidazolidin-1-yl)-3-(4-methylphenyl)-N-((R)-1-(6-(trifluoromethyl)pyridin-3-yl)ethyl)-4,5-dihydro-1H-pyrazole-1-carboxamide C(C)(=O)N1C(N(CC1)[C@@H]1C(=NN(C1)C(=O)N[C@H](C)C=1C=NC(=CC1)C(F)(F)F)C1=CC=C(C=C1)C)=O